2'-Chloro-4'-(3-(difluoromethoxy)propoxy)-4,5,5',6'-tetrahydro-2H-spiro[furan-3,8'-pyrano[3,4-b]pyridine] ClC1=CC(=C2C(=N1)C1(OCC2)COCC1)OCCCOC(F)F